C(C)(C)(C)OC(=O)N(C)CC1CN(C1)C=1N=CC(=NC1)C(=O)O 5-[3-[[tert-butoxycarbonyl-(methyl)amino]methyl]azetidin-1-yl]pyrazine-2-carboxylic acid